O1C(=NC2=C1C=CC=C2)C=2C=C(C=CC2)N(C2=CC=C(C=C2)C2=CC1=CC=CC=C1C=C2)C2=CC(=CC=C2)C=2OC1=C(N2)C=CC=C1 Bis-{3-(benzoxazole-2-yl)phenyl}-{4-(naphthalene-2-yl)phenyl}amine